(2Z)-1'-(hydroxymethyl)-2,3'-biindole-2',3(1H,1'H)-dione OCN1C(\C(\C2=CC=CC=C12)=C\1/NC2=CC=CC=C2C1=O)=O